C(C)(C)(C)C=1C=CC=2N(C3=CC=C(C=C3C2C1)C(C)(C)C)C1=C(C#N)C(=C(C(=C1N1C2=CC=C(C=C2C=2C=C(C=CC12)C(C)(C)C)C(C)(C)C)N1C2=CC=C(C=C2C=2C=C(C=CC12)C(C)(C)C)C(C)(C)C)N1C2=CC=C(C=C2C=2C=C(C=CC12)C(C)(C)C)C(C)(C)C)N1C2=CC=C(C=C2C=2C=C(C=CC12)C(C)(C)C)C(C)(C)C 2,3,4,5,6-pentakis(3,6-Di-tert-butyl-9H-carbazol-9-yl)benzonitrile